C1(CC1)SCC(=O)NC1=CC(=CC=C1)C=1OC=2C=NC=CC2N1 2-(cyclopropylthio)-N-(3-(oxazolo[5,4-c]pyridin-2-yl)phenyl)acetamide